C(C)(C)(C)C=1N=C(N(C1)C(=O)NCCCCN1N=C(C=C1)C(C)(C)C)OC (tert-Butyl)-N-(4-(3-(tert-butyl)-1H-pyrazol-1-yl)butyl)-2-methoxy-1H-imidazole-1-carboxamide